1-[6-chloro-2-(7-fluoro-2-methylindazol-5-yl)thieno[2,3-d][1,3]thiazol-5-yl]-N-ethylpiperidin-4-amine ClC1=C(SC=2N=C(SC21)C2=CC1=CN(N=C1C(=C2)F)C)N2CCC(CC2)NCC